ClC1=C(C=C(C(=C1)Cl)OC)NC1=C(C=NC2=CC(=C(C=C12)OC)OCCCN1CCN(CC1)CC=1C=C2C(N(C(C2=CC1)=O)C1C(NC(CC1)=O)=O)=O)C#N 4-((2,4-dichloro-5-methoxyphenyl)amino)-7-(3-(4-((2-(2,6-dioxopiperidin-3-yl)-1,3-dioxoisoindoline-5-yl)methyl)piperazin-1-yl)propoxy)-6-methoxyquinoline-3-carbonitrile